N-(3-(3-((2,6-Dioxopiperidin-3-yl)amino)phenyl)prop-2-yn-1-yl)-5-(8-(7-ethyl-1,3-dimethyl-2-oxo-1,2-dihydroquinolin-5-yl)isoquinolin-3-yl)picolinamide O=C1NC(CCC1NC=1C=C(C=CC1)C#CCNC(C1=NC=C(C=C1)C=1N=CC2=C(C=CC=C2C1)C1=C2C=C(C(N(C2=CC(=C1)CC)C)=O)C)=O)=O